C1(CC1)C=1C=2N(N=C(C1)C=1C(NC(NC1)=O)=O)C=C(N2)C(=O)OCC Ethyl 8-cyclopropyl-6-(2,4-dioxo-1H-pyrimidin-5-yl)imidazo[1,2-b]pyridazine-2-carboxylate